OC([C@@]12CCC[C@H]1[C@@H]1CC=C3CCCC[C@]3(C)[C@H]1CC2)(OC2OCCC2)O (1S,3R)-dihydroxy-(20S)-tetrahydrofuroxy-androst-5-ene